ClC=1C=CC(=C(C1)C1=CC(N(C=C1OC)[C@H](C(=O)NC1=CC(=C(C=C1)C=1N=NNN1)Cl)CC1OCCCC1)=O)N1N=NN=C1 (2S)-2-(4-(5-chloro-2-(1H-tetrazol-1-yl)phenyl)-5-methoxy-2-oxopyridin-1(2H)-yl)-N-(3-chloro-4-(2H-tetrazol-5-yl)phenyl)-3-(tetrahydro-2H-pyran-2-yl)propanamide